3-(dodecyl-sulfonyl)-1-(2,6,6-trimethylcyclohex-3-en-1-yl)butan-1-one C(CCCCCCCCCCC)S(=O)(=O)C(CC(=O)C1C(C=CCC1(C)C)C)C